2-[(3S)-3-[[8-fluoro-6-hydroxy-7-(1,1,4-trioxo-1,2,5-thiadiazolidin-2-yl)-2-naphthyl]oxymethyl]pyrrolidin-1-yl]acetic acid FC=1C(=C(C=C2C=CC(=CC12)OC[C@@H]1CN(CC1)CC(=O)O)O)N1S(NC(C1)=O)(=O)=O